1-(2-Chloro-5-methoxypyridin-4-yl)-3-methyl-6-(pyrazolo[1,5-a]pyrimidin-3-yl)-1H-pyrazolo[4,3-c]pyridine ClC1=NC=C(C(=C1)N1N=C(C=2C=NC(=CC21)C=2C=NN1C2N=CC=C1)C)OC